Tert-butyl 8,11,11-trifluoro-8-(hydroxymethyl)-3,4,8,9,10,11-hexahydro-1H-pyrido[4',3':3,4]-pyrazolo[1,5-a]azepine-2(7H)-carboxylate FC1(CCC(C=2N(C1)N=C1C2CN(CC1)C(=O)OC(C)(C)C)(F)F)CO